C(C)[N-]C#CC N-ethyl-propynylamide